N(=[N+]=[N-])CC1CCN(CC1)CCNS(=O)(=O)C1=CC=C(C=C1)C1=C(C=CC=C1)O N-(2-(4-(azidomethyl)piperidin-1-yl)ethyl)-2'-hydroxy-[1,1'-biphenyl]-4-sulfonamide